OCCS(=O)(=O)NC1=CC(=C(C(=O)NC=2C(N(C=CC2)N2CCN(CC2)C)=O)C=C1)N1CCC2(CC2)CC1 4-((2-hydroxyethyl)sulfonamido)-N-(1-(4-methylpiperazin-1-yl)-2-oxo-1,2-dihydropyridin-3-yl)-2-(6-azaspiro[2.5]octan-6-yl)benzamide